C(C)OC(CC1=CC=2C(S1)=C(SC2C=O)Br)=O 4-formyl-6-bromothieno[3,4-b]Thiophene-2-acetic acid ethyl ester